Cl.Cl.ClC1=C(C=CC(=C1)Cl)C1=NC(=NC=C1N1C=NC=C1)NCCNC1=CC=C(C(=N1)N)[N+](=O)[O-] 6-N-[2-[[4-(2,4-Dichlorophenyl)-5-imidazol-1-ylpyrimidin-2-yl]amino]ethyl]-3-nitropyridine-2,6-diamine dihydrochloride